O=C1NN=C(C2=CC=CC=C12)C1=CC=C2CCN=CC2=C1 7-(4-oxo-3,4-dihydrophthalazin-1-yl)-3,4-dihydroisoquinoline